5-(2,3-difluoro-6-methyl-4-nitrophenoxy)-2-fluorobenzonitrile FC1=C(OC=2C=CC(=C(C#N)C2)F)C(=CC(=C1F)[N+](=O)[O-])C